4-chloro-5-bromocyanoindanone ClC1=C2CC(C(C2=CC=C1Br)=O)C#N